8-(benzyloxy)-3-methoxy-2,6,6,9-tetramethyl-6H-benzo[c]chromene C(C1=CC=CC=C1)OC=1C(=CC2=C(C(OC3=CC(=C(C=C23)C)OC)(C)C)C1)C